3-(4-bromophenyl)-1-(4-trifluoromethoxyphenyl)-4,5-dihydro-1H-pyrazole-5-carboxylic acid methyl ester COC(=O)C1CC(=NN1C1=CC=C(C=C1)OC(F)(F)F)C1=CC=C(C=C1)Br